C(C)(=O)O[C@H]1[C@@H](O[C@@H]([C@H]([C@@H]1OC(C)=O)OC(C)=O)C(=O)OC)OC1=C(C=C(C=C1)CO)NC(CCNC(=O)OCC1C2=CC=CC=C2C=2C=CC=CC12)=O (2S,3R,4S,5S,6S)-2-(2-(3-((((9H-fluoren-9-yl)methoxy)carbonyl)amino)propanamido)-4-(hydroxymethyl)phenoxy)-6-(methoxycarbonyl)tetrahydro-2H-pyran-3,4,5-triyl triacetate